C(C)C1=CC=C(C=C1)S(=O)(=O)NC=1C=C(C(=O)NCC=2C=NN(C2)C)C=CC1C 3-((4-ethylphenyl)sulfonylamino)-4-methyl-N-((1-methyl-1H-pyrazol-4-yl)methyl)benzamide